4-vinylphenyloxy-methyldiethylsilane C(=C)C1=CC=C(C=C1)O[Si](CC)(CC)C